C[C@H]1CN(C[C@H](N1)C)C1=CC=C(C=C1)NC=1C(=NC(=C(N1)C(F)(F)F)C=1C2=C(C=NC1)N(C=N2)C)C(=O)O 3-((4-((3S,5R)-3,5-dimethylpiperazin-1-yl)phenyl)amino)-6-(3-methyl-3H-imidazo[4,5-c]pyridin-7-yl)-5-(trifluoromethyl)pyrazine-2-carboxylic acid